BrCCCC1OCCCO1 2-(3-Bromopropyl)-1,3-dioxane